C(C1=CC(OC)=C(O)C=C1)NC(CCCCCCCC)=O N-vanillyl-nonanamide